3-(2-(methylthio)pyrimidin-4-yl)-1-(trifluoromethyl)imidazole CSC1=NC=CC(=N1)N1CN(C=C1)C(F)(F)F